(S)-8-((3S,5R)-3,5-dimethylpiperazin-1-yl)-11-(4-fluorophenyl)-3-(pyridin-4-yl)-10-(trifluoromethyl)-3,4-dihydro-2H,6H-[1,4]thiazepino[2,3,4-ij]quinazolin-6-one C[C@H]1CN(C[C@H](N1)C)C1=NC(N2C3=C(C(=C(C=C13)C(F)(F)F)C1=CC=C(C=C1)F)SC[C@H](C2)C2=CC=NC=C2)=O